Trans-4-(hydroxymethyl)cyclohexanol OC[C@@H]1CC[C@H](CC1)O